N1(C=NC=C1)C(=N)N1C=NC=C1 DI(1H-IMIDAZOL-1-YL)METHANIMINE